(1'R,2'R)-5'-methyl-4-((E)-pent-3-en-1-yl)-2'-((E)-Prop-1-en-2-yl)-1',2',3',4'-tetrahydro-[1,1'-biphenyl]-2,6-diol CC=1CC[C@H]([C@@H](C1)C=1C(=CC(=CC1O)CC\C=C\C)O)C(=C)C